S1C2=C(C=C1[C@H](C)[NH-])C=CC=C2 (S)-N-(1-(benzo[b]thiophen-2-yl)ethyl)-amide